2-bromo-1-Ethylpyridine tetrafluoroborate F[B-](F)(F)F.BrC1N(C=CC=C1)CC